C1=CC=C(C=2OC3=C(C21)C=CC=C3)NC(N)=O 3-(dibenzo[b,d]furan-4-yl)urea